(4-(2-(1H-1,2,4-triazol-1-yl)ethoxy)phenoxy)-3-(isopropylamino)propan-2-ol N1(N=CN=C1)CCOC1=CC=C(OCC(CNC(C)C)O)C=C1